(e)-3-[7-(dimethylamino)-8-oxo-5,6,7,9-tetrahydropyrido[2,3-b]azepin-3-yl]-N-methyl-N-[(2-methylbenzofuran-3-yl)methyl]prop-2-enamide CN(C1CCC2=C(NC1=O)N=CC(=C2)/C=C/C(=O)N(CC2=C(OC1=C2C=CC=C1)C)C)C